NC1=C2C(=NC=N1)N(N=C2C)C(C)C=2C(=C(C(=C(C2)Cl)C)C=2C=CC(=NC2)C(=O)O)OC 5-{3-[1-(4-Amino-3-methyl-1H-pyrazolo[3,4-d]pyrimidin-1-yl)ethyl]-5-chloro-2-methoxy-6-methylphenyl}pyridine-2-carboxylic Acid